I.[NH2+]1CCCC1 pyrrolidinium hydroiodide